[Si](C)(C)(C(C)(C)C)OC[C@H](C1=CC(=CC=C1)Cl)N1C(C=C(C=C1)C=1C=C2C(=NN(C2=CC1)C1OCCCC1)C)=O ((S)-2-((tert-butyldimethylsilyl)oxy)-1-(3-chlorophenyl)ethyl)-4-(3-methyl-1-(tetrahydro-2H-pyran-2-yl)-1H-indazol-5-yl)pyridin-2(1H)-one